7-(piperidin-1-yl)heptan-1-amine N1(CCCCC1)CCCCCCCN